methoxy-1,4-oxazocane-4-carboxylate COC1OCCCCN(C1)C(=O)[O-]